rhodium chloronorbornadiene ClC1=C2CCC(=C1)C2.[Rh]